ClC=1C(=C(C=CC1Cl)NC1=NC=NC2=CC(=C(C=C12)OC1CC(C1)NC(C=C)=O)OCC)F N-((1s,3s)-3-((4-((3,4-dichloro-2-fluorophenyl)amino)-7-ethoxyquinazolin-6-yl)oxy)cyclobutyl)acrylamide